C(C)(C)(C)OC([C@H](C)N(C/C=C/C(=O)O)C)=O (S,E)-4-((1-(tert-butoxy)-1-oxopropan-2-yl)(methyl)amino)but-2-enoic acid